7-(Cyclopentyloxy)-2-cyclopropyl-N-(6-methoxypyridin-2-yl)imidazo[1,2-a]pyridine-6-carboxamide C1(CCCC1)OC1=CC=2N(C=C1C(=O)NC1=NC(=CC=C1)OC)C=C(N2)C2CC2